5-(2-((1-(4-Amino-5-methoxy-2-(1-methyl-1H-pyrazol-4-yl)phenyl)piperidin-4-yl)methyl)-2,9-diazaspiro[5.5]undecan-9-yl)-2-(2,6-dioxopiperidin-3-yl)isoindoline NC1=CC(=C(C=C1OC)N1CCC(CC1)CN1CC2(CCC1)CCN(CC2)C=2C=C1CN(CC1=CC2)C2C(NC(CC2)=O)=O)C=2C=NN(C2)C